The molecule is an inositol phosphomannosylinositol phosphoceramide compound having an inositol 1-phosphoryl group linked to the mannose residue (at the 6-position) and a tetracosanoyl group amide-linked to a C20 phytosphingosine base, with hydroxylation at C-2 of the C24 very-long-chain fatty acid. It derives from a Man-1-2-Ins-1-P-Cer(t20:0/2-OH-24:0). CCCCCCCCCCCCCCCCCCCCCCC(C(=O)N[C@@H](COP(=O)(O)O[C@@H]1[C@@H]([C@@H]([C@H]([C@@H]([C@H]1OC2[C@H]([C@H]([C@@H]([C@H](O2)COP(=O)(O)OC3[C@@H]([C@H](C([C@H]([C@H]3O)O)O)O)O)O)O)O)O)O)O)O)[C@@H](C(CCCCCCCCCCCCCCCC)O)O)O